6-{5-chloro-2-[(oxacyclohex-4-yl)amino]pyrimidin-4-yl}-2-[2-oxo-2-(5,6,7,8-tetrahydro-1,6-naphthyridin-6-yl)ethyl]-2,3-dihydro-1H-isoindol-1-one ClC=1C(=NC(=NC1)NC1CCOCC1)C1=CC=C2CN(C(C2=C1)=O)CC(N1CC=2C=CC=NC2CC1)=O